C(CS)(=O)OCC(COC(CS)=O)(COCC(COC(CS)=O)(COC(CS)=O)COC(CS)=O)COC(CS)=O dipentaerythritol hexa(thioglycolate)